(1,3-ditolylimidazolidine-2-ylidene)(tricyclohexylphosphine) C1(=C(C=CC=C1)N1C(N(CC1)C1=C(C=CC=C1)C)=C1C(CCCC1)P(C1CCCCC1)C1CCCCC1)C